FC1=C(N)C(=CC(=C1)CN1CCNCC1)[N+](=O)[O-] 2-fluoro-6-nitro-4-(piperazin-1-ylmethyl)aniline